Cl[Si](CC(CCCC)[Si](Cl)(Cl)Cl)(Cl)Cl 1,2-bis(trichlorosilyl)hexane